C(C1CO1)OCCC[Si](OCC)(OCC)C (2,3-epoxypropoxy)propyl-methyl-diethoxysilane